FC(C=1NC(=C([NH+]1)C#N)C#N)(F)F.[Li+] lithium 2-trifluoromethyl-4,5-dicyanoimidazolium salt